(2S)-4-[2-(3,4-dichlorophenoxy)acetamido]-2-hydroxy-N-{[4-(trifluoromethyl)phenyl]methyl}bicyclo[2.2.2]octane-1-carboxamide ClC=1C=C(OCC(=O)NC23C[C@@H](C(CC2)(CC3)C(=O)NCC3=CC=C(C=C3)C(F)(F)F)O)C=CC1Cl